tert-Butyl 8-[3-(dibenzylamino)-2-fluoro-4-nitrophenyl]-1,4-dioxaspiro[4.5]decane-8-carboxylate C(C1=CC=CC=C1)N(C=1C(=C(C=CC1[N+](=O)[O-])C1(CCC2(OCCO2)CC1)C(=O)OC(C)(C)C)F)CC1=CC=CC=C1